C(C1=CC=CC=C1)[C@@H]1N(OCC1)C1=CC(=NC=N1)NC=1C(=CC(=C(C1)C(C(=O)N)=C)N1[C@@H]2CO[C@H](C1)C2)OC (5-((6-((S)-3-benzylisooxazolidin-2-yl)pyrimidin-4-yl)amino)-2-((1S,4S)-2-oxa-5-azabicyclo[2.2.1]hept-5-yl)-4-methoxyphenyl)acrylamide